(R)-6-((3-(2,3-Dichloro-6-fluorophenyl)-1-(2-fluoroacetyl)pyrrolidin-3-yl)amino)-3-(methyl-d3)quinazolin-4(3H)-one ClC1=C(C(=CC=C1Cl)F)[C@]1(CN(CC1)C(CF)=O)NC=1C=C2C(N(C=NC2=CC1)C([2H])([2H])[2H])=O